4-methyl-pentanone CC(CC(C)=O)C